(biphenylyl)[(phenyl)(biphenylyl)triazinylphenyl]Dibenzothiophene C1(=C(C=CC=C1)C1=C(C2=C(SC3=C2C=CC=C3)C=C1)C1=C(C(=C(C=C1)C1=CC=CC=C1)C1=C(C=CC=C1)C1=CC=CC=C1)C1=NN=NC=C1)C1=CC=CC=C1